C(C)C1(CN2CCC1CC2)NC(C)=O N-(3-ethylquinuclidin-3-yl)acetamide